C1(CCCC1)N1CCC(CC1)(O)CON1C(CCC2=CC=CC(=C12)F)=O ((1-cyclopentyl-4-hydroxypiperidin-4-yl)methoxy)-8-fluoro-3,4-dihydroquinolin-2(1H)-one